C(=O)(OC(C)(C)C)NCCCBr 3-(Boc-amino)-propylbromide